C(C)OC(C)OC1=CC(=C(C=O)C=C1)OC 4-(1-ethoxyethoxy)-2-methoxybenzaldehyde